N-[6-(difluoromethyl)-2-pyridyl]-2-[4-[[[1-[3-[(2,6-dioxo-3-piperidyl)amino]phenyl]-4-piperidyl]-methyl-amino]methyl]cyclohexyl]-7-isopropoxy-imidazo[1,2-a]pyridine-6-carboxamide FC(C1=CC=CC(=N1)NC(=O)C=1C(=CC=2N(C1)C=C(N2)C2CCC(CC2)CN(C)C2CCN(CC2)C2=CC(=CC=C2)NC2C(NC(CC2)=O)=O)OC(C)C)F